3-(5-((4-(9H-fluoren-9-yl)piperazin-1-yl)methyl)-1-oxoisoindolin-2-yl)piperidine-2,6-dione C1=CC=CC=2C3=CC=CC=C3C(C12)N1CCN(CC1)CC=1C=C2CN(C(C2=CC1)=O)C1C(NC(CC1)=O)=O